2-[4-Chloro-5-methyl-6-(1-methyl-1H-pyrazol-3-yl)pyrrolo[2,1-f][1,2,4]triazin-2-yl]-1-methyl-1H-imidazole ClC1=NC(=NN2C1=C(C(=C2)C2=NN(C=C2)C)C)C=2N(C=CN2)C